FC(S(=O)(=O)[O-])(F)F.CN1C=[NH+]C2=C1C=CC=C2 1-methyl-1H-benzimidazol-3-ium trifluoromethanesulfonate